C(C)[C@@]1(C(N(C(N1)=O)C=1C=NC(=CC1)OC=1C=C2C(=CC1)COC21CCC1)=O)C (5R)-5-ethyl-5-methyl-3-(6-spiro[1H-isobenzofuran-3,1'-cyclobutane]-5-yloxy-3-pyridinyl)imidazolidine-2,4-dione